3-[(4,4-difluorocyclohexyl)methyl]-4-{[5-(trifluoromethyl)furan-2-yl]methyl}-4,5-dihydro-1,2,4-oxadiazol-5-one FC1(CCC(CC1)CC1=NOC(N1CC=1OC(=CC1)C(F)(F)F)=O)F